O=C1N(C(CC1)=O)OC(CCCCCC(=O)NCCO[C@H]1[C@@H](O)[C@@H](O[C@@H]2[C@@H](O)[C@@H](O)[C@H](O)[C@H](O2)CO)[C@H](O)[C@H](O1)CO[C@@H]1[C@@H](O)[C@@H](O)[C@H](O)[C@H](O1)CO)=O 7-[(2,5-Dioxopyrrolidin-1-yl)oxy]-N-(2-{[α-D-mannopyranosyl-(1→3)-[α-D-mannopyranosyl-(1→6)]-β-D-mannopyranosyl]oxy}ethyl)-7-oxo-heptanamide